N-(4-{[7-{[3-(Diethylamino)propyl]oxy}-6-(methyloxy)chinolin-4-yl]oxy}-3-fluorophenyl)-N'-(4-fluorophenyl)cyclopropan-1,1-dicarboxamid C(C)N(CCCOC1=C(C=C2C(=CC=NC2=C1)OC1=C(C=C(C=C1)NC(=O)C1(CC1)C(=O)NC1=CC=C(C=C1)F)F)OC)CC